C1(=C(CCCC1)C(=O)OCC(C)C)C(=O)OCC(C)C diisobutyl 1-cyclohexene-1,2-dicarboxylate